imidazolium phosphinate [PH2]([O-])=O.N1C=[NH+]C=C1